N-(3-methyl-1-(4-(trifluoromethoxy)benzyl)-1H-pyrazolo[3,4-b]pyridin-5-yl)acrylamide CC1=NN(C2=NC=C(C=C21)NC(C=C)=O)CC2=CC=C(C=C2)OC(F)(F)F